COC1=C(C(=O)P(CCC2=CC=CC=C2)(C(C2=C(C=CC=C2OC)OC)=O)=O)C(=CC=C1)OC Bis(2,6-dimethoxybenzoyl)-2-phenylethylphosphine oxide